(S)-3-(2,4-difluorophenyl)-N-(8-(2-hydroxycyclopropan-2-yl)-5-methyl-4-oxo-2,3,4,5-Tetrahydrobenzo[b][1,4]oxazepine-3-yl)imidazo[2,1-b]thiazole-6-carboxamide FC1=C(C=CC(=C1)F)C=1N2C(SC1)=NC(=C2)C(=O)N[C@@H]2C(N(C1=C(OC2)C=C(C=C1)C1(CC1)O)C)=O